C(CC)OC(=O)C1=NC2=C(C(=CC(=C2C(=C1)C(=O)OCCC)NC(C)=O)OC)OC 5-acetylamino-7,8-dimethoxyquinoline-2,4-dicarboxylic acid dipropyl ester